N1=CC=CC2=C(N=CC=C12)O[C@@H]1C[C@@H](N(C1)CC1=C(N=C(S1)NC(C)=O)F)C N-(5-(((2S,4R)-4-((1,6-naphthyridin-5-yl)oxy)-2-methylpyrrolidin-1-yl)methyl)-4-fluorothiazol-2-yl)acetamide